6-([1,2,4]Triazolo[1,5-a]pyridin-6-yl)-4-bromo-3-(2-chloro-5-fluorophenyl)-2-(4-methoxybenzyl)isoindolin-1-one N=1C=NN2C1C=CC(=C2)C2=CC(=C1C(N(C(C1=C2)=O)CC2=CC=C(C=C2)OC)C2=C(C=CC(=C2)F)Cl)Br